N1=CC=NC2=CC(=CC=C12)C=O 6-QUINOXALINECARBOXALDEHYDE